N-(4-Bromo-3-(2-(dimethylamino)ethoxy)phenyl)-6-(2-chloro-4-(5-methyl-1,2,4-oxadiazol-3-yl)phenyl)nicotinamid BrC1=C(C=C(C=C1)NC(C1=CN=C(C=C1)C1=C(C=C(C=C1)C1=NOC(=N1)C)Cl)=O)OCCN(C)C